7-amino-N-[2-(4-amino-3-methoxy-3-methylpyrrolidin-1-yl)-4-fluoro-5,6,7,8-tetrahydroquinolin-6-yl]-3-methylthieno[2,3-b]pyrazine-6-carboxamide NC1=C(SC2=NC(=CN=C21)C)C(=O)NC2CC=1C(=CC(=NC1CC2)N2CC(C(C2)N)(C)OC)F